OC(CC=1C=C2C(=CNC2=CC1)NC(OC(C)(C)C)=O)C tert-butyl (5-(2-hydroxypropyl)-1H-indol-3-yl)carbamate